CC(=O)NC1=CC(=C(C=C1)Cl)Cl N-(3,4-dichlorophenyl)acetamide